3,5-dimethylcyclohexan-1-one O-propionyl oxime C(CC)(=O)ON=C1CC(CC(C1)C)C